(2-pyridinyl)-1H-pyrazole-5-carboxylic acid ethyl ester C(C)OC(=O)C1=CC=NN1C1=NC=CC=C1